N-(4-((5-chloro-2-(2-hydroxypropan-2-yl)-4-(3-(trifluoromethyl)phenoxy)phenyl)amino)quinazolin-6-yl)-4-(dimethylamino)but-2-enamide ClC=1C(=CC(=C(C1)NC1=NC=NC2=CC=C(C=C12)NC(C=CCN(C)C)=O)C(C)(C)O)OC1=CC(=CC=C1)C(F)(F)F